1-((5-(5-(difluoromethyl)-1,3,4-oxadiazole-2-yl)pyridine-2-yl)methyl)-6-fluoro-3-methyl-5-(4-(trifluoromethyl)phenyl)-1,3-dihydro-2H-benzo[d]imidazole-2-one FC(C1=NN=C(O1)C=1C=CC(=NC1)CN1C(N(C2=C1C=C(C(=C2)C2=CC=C(C=C2)C(F)(F)F)F)C)=O)F